tert-butyl 5-(N-(2-cyclopropyl-4-iodo-5-methylphenyl)but-2-ynamido)-2-(methoxymethyl)-1H-imidazo[4,5-b]pyridine-1-carboxylate C1(CC1)C1=C(C=C(C(=C1)I)C)N(C(C#CC)=O)C1=CC=C2C(=N1)N=C(N2C(=O)OC(C)(C)C)COC